C(C1=CC=CC=C1)OCCCCCCOC1=NN=C(C2=CC=C(C=C12)N1CCOCC1)Cl 4-(4-((6-(benzyloxy)hexyl)oxy)-1-chlorophthalazin-6-yl)morpholine